C(CCCC)C(C(=O)OCN1C(CCC2=CC=C(C=C12)CCN1CCN(CC1)C1=CC(=CC=2SC=CC21)F)=O)CCCCC (7-(2-(4-(6-Fluorobenzo[b]thiophen-4-yl)piperazin-1-yl)ethyl)-2-oxo-3,4-dihydroquinolin-1(2H)-yl)methyl 2-pentylheptanoate